N-(3-dimethylaminopropyl)-ethylcarbodiimide hydrochloride Cl.CN(CCCN=C=NCC)C